4-(2,6-difluoro-4-nitrophenoxy)-1-{[2-(trimethylsilyl)ethoxy]methyl}-1H-pyrrolo[2,3-b]pyridine-3-carboxylic acid FC1=C(OC2=C3C(=NC=C2)N(C=C3C(=O)O)COCC[Si](C)(C)C)C(=CC(=C1)[N+](=O)[O-])F